morpholino(8-((4-(propylamino)-5-(trifluoromethyl)-7H-pyrrolo[2,3-d]pyrimidin-2-yl)amino)-2,3-dihydrobenzo[b][1,4]dioxin-5-yl)methanone O1CCN(CC1)C(=O)C1=CC=C(C=2OCCOC21)NC=2N=C(C1=C(N2)NC=C1C(F)(F)F)NCCC